NC=1C2=C(N=CN1)N(C=C2CO)[C@H]2[C@@H]([C@@H]([C@](O2)(CO)F)O)O (2S,3S,4R,5R)-5-(4-amino-5-(hydroxymethyl)-7H-pyrrolo[2,3-d]pyrimidin-7-yl)-2-fluoro-2-(hydroxymethyl)tetrahydrofuran-3,4-diol